ONC(OC(C)(C)C)=O tert-butyl (N-hydroxycarbamate)